(1r,3r)-3-(3-amino-4-(6-(1-methyl-1H-pyrazol-4-yl)pyrazolo[1,5-a]pyridin-4-yl)-1H-pyrazol-1-yl)-3-(cyanomethyl)cyclobutane-1-carbonitrile NC1=NN(C=C1C=1C=2N(C=C(C1)C=1C=NN(C1)C)N=CC2)C2(CC(C2)C#N)CC#N